NC1=CC2=C(N(C(N2C)=O)C2C(N(C(CC2)=O)CC2=CC=C(C=C2)OC)=O)C=C1 3-(5-amino-3-methyl-2-oxo-benzimidazol-1-yl)-1-[(4-methoxyphenyl)methyl]piperidine-2,6-dione